FC(C1(CC1)CNC12CC(C1)(C2)C2CN(C2)C(=O)N2CC1(C2)CC(C1)N1N=C(N=C1)C(F)(F)F)(F)F [3-[3-[[1-(trifluoromethyl)cyclopropyl]methylamino]-1-bicyclo[1.1.1]pentanyl]azetidin-1-yl]-[6-[3-(trifluoromethyl)-1,2,4-triazol-1-yl]-2-azaspiro[3.3]heptan-2-yl]methanone